C1(=CC=C2C=CC3=CC=CC4=CC=C1C2=C34)C=3C=C(C=CC3)C3=C4C=CC=CC4=NC=4C2=C(C=CC34)C=CC=C2 7-(3-(pyren-1-yl)phenyl)benzo[c]acridine